COC1=CC=2N(C=C1P1(CCNCC1)=O)C=CN2 4-(7-methoxyimidazo[1,2-a]pyridin-6-yl)-1,4-azaphosphinane 4-oxide